2-Amino-3-(6,6-dimethyl-2-oxo-1,2,5,6,7,8-hexahydroquinolin-3-yl)propanamide hydrochloride Cl.NC(C(=O)N)CC=1C(NC=2CCC(CC2C1)(C)C)=O